di(azetidin-1-yl)-3H-spiro[isobenzofuran-1,9'-xanthene] N1(CCC1)C1(OC2(C3=CC=CC=C3OC=3C=CC=CC23)C2=CC=CC=C12)N1CCC1